[Pb].[Al].[Si] silicon-aluminum-lead